ClC=1C(=C2C=NNC2=C(C1F)N1CC(CC1)F)C1=CC=2N(C=C1)N=C(C2)NC(=O)[C@H]2[C@H](C2)F (1S,2S)-N-(5-(5-chloro-6-fluoro-7-(3-fluoropyrrolidin-1-yl)-1H-indazol-4-yl)pyrazolo[1,5-a]pyridin-2-yl)-2-fluorocyclopropane-1-carboxamide